4-(((2,3-Bis(palmitoyloxy)propoxy)(2-cyanoethoxy)phosphoryl)oxy)-N,N,N-trimethylbutan-1-aminium chloride [Cl-].C(CCCCCCCCCCCCCCC)(=O)OC(COP(=O)(OCCC#N)OCCCC[N+](C)(C)C)COC(CCCCCCCCCCCCCCC)=O